ClC1=C(C(=C(C=C1OC)OC)Cl)N1C(N(C2=C(C1)C=NC(=C2)CNC(C=C)=O)CC)=O N-((3-(2,6-dichloro-3,5-dimethoxyphenyl)-1-ethyl-2-oxo-1,2,3,4-tetrahydropyrido[4,3-d]pyrimidin-7-yl)methyl)acrylamide